piperazine-2,6-diylbis(heptane-7,1-diyl) bis(2-heptylnonanoate) C(CCCCCC)C(C(=O)OCCCCCCCC1NC(CNC1)CCCCCCCOC(C(CCCCCCC)CCCCCCC)=O)CCCCCCC